BrC1=NN(C=N1)CC1CC1 3-Bromo-1-(cyclopropylmethyl)-1H-1,2,4-triazole